8-fluoro-7-isopropoxy-2-(tetrahydro-2H-pyran-4-yl)imidazo[1,2-a]Pyridine FC=1C=2N(C=CC1OC(C)C)C=C(N2)C2CCOCC2